4-(2-dimethylaminoethyl)thiophenol CN(CCC1=CC=C(C=C1)S)C